ClC1=C(C=C(C=C1)F)CC(=O)NC1=CC(=C(C=C1)COC=1C=NN(C1)C)S(N)(=O)=O 2-(2-chloro-5-fluorophenyl)-N-(4-(((1-methyl-1H-pyrazol-4-yl)oxy)methyl)-3-sulfamoylphenyl)acetamide